5-benzylsulfanyl-2-(2,6-dioxo-3-piperidyl)isoindoline-1,3-dione C(C1=CC=CC=C1)SC=1C=C2C(N(C(C2=CC1)=O)C1C(NC(CC1)=O)=O)=O